ClC1=C(C=CC=C1)[C@@H]1[C@H](C1)C=1C=2N(N=C(C1)C=1C(=NC(=NC1)OC)OC)C=CN2 8-((1S,2S)-2-(2-chlorophenyl)cyclopropyl)-6-(2,4-dimethoxypyrimidin-5-yl)imidazo[1,2-b]pyridazine